O1C2=C(OC[C@@H]1CNC(OC(C)(C)C)=O)C=CC=C2 (S)-tert-butyl ((2,3-dihydrobenzo[b][1,4]dioxin-2-yl)methyl)carbamate